4-(2-fluoro-5-(trifluoromethyl)phenyl)butanoic acid FC1=C(C=C(C=C1)C(F)(F)F)CCCC(=O)O